F[C@H]1C[C@H](N2N=C(N=C21)C(C)(CC)O)C2=CC=CC=C2 2-[cis-7-fluoro-5-phenyl-6,7-dihydro-5H-pyrrolo[1,2-b][1,2,4]triazol-2-yl]butan-2-ol